N-(4-fluorophenyl)-1H-indazole-3-carboxamide FC1=CC=C(C=C1)NC(=O)C1=NNC2=CC=CC=C12